CC(COCC=C)(O[Si](OCCCCCCN1C(C2=CC=CC=C2C1=O)=O)(C1=CC=CC=C1)C1=CC=CC=C1)C 2-(6,6-dimethyl-8,8-diphenyl-4,7,9-trioxa-8-silapentadec-1-en-15-yl)isoindoline-1,3-dione